BrC1=CC=C2C=CC(C2=C1Br)=S 6,7-dibromo-1H-indene-1-thione